FC1(CCN(CC1)C(=O)C=1C=NC(=CC1)F)F (4,4-difluoropiperidin-1-yl)(6-fluoropyridin-3-yl)methanone